CN(C1=CC(=C(C=C1)N=NC1=CC=CC=C1)C)C 4-dimethylamino-2-methylazobenzene